6-(3-isopropyl-1,2,4-triazol-1-yl)pyrimidine-4-carboxylic acid C(C)(C)C1=NN(C=N1)C1=CC(=NC=N1)C(=O)O